ClC1=CC2=C(N(C(CN=C2N2C[C@H](N(C[C@@H]2C)C(=O)OC(C)(C)C)C)=O)C=2C(=NC=CC2C)C(C)C)N=C1C1=C(C=CC=C1)F tert-Butyl (2R,5S)-4-(7-chloro-8-(2-fluorophenyl)-1-(2-isopropyl-4-methylpyridin-3-yl)-2-oxo-2,3-dihydro-1H-pyrido[2,3-e][1,4]diazepin-5-yl)-2,5-dimethylpiperazine-1-carboxylate